tert-butyl 4-[[3-[(1S,5R)-3-(3-amino-6-chloro-pyridazin-4-yl)-3,9-diazabicyclo[3.3.1]nonan-9-yl]phenyl]methyl]piperazine-1-carboxylate NC=1N=NC(=CC1N1C[C@@H]2CCC[C@H](C1)N2C=2C=C(C=CC2)CN2CCN(CC2)C(=O)OC(C)(C)C)Cl